C1(CCCC1)N1C(C2=CC=C(C=C2C1)OCC=1C=C(C=CC1)C=1C=CC(=C(C(=O)O)C1)F)=O 5-{3-[(2-Cyclopentyl-1-oxoisoindolin-5-yloxy)methyl]phenyl}-2-fluorobenzoic acid